difluoromethyl-N-(4-methylphenyl)acethydrazide FC(F)CC(=O)N(N)C1=CC=C(C=C1)C